(S)-1-(4-amino-3-((2-cyclopropyl-2H-indazol-6-yl)ethynyl)-1-(pyrrolidin-3-yl)-1H-pyrazolo[4,3-c]pyridin-7-yl)ethanone hydrochloride Cl.NC1=NC=C(C2=C1C(=NN2[C@@H]2CNCC2)C#CC=2C=CC1=CN(N=C1C2)C2CC2)C(C)=O